tert-butyl 5-methyl-3-(pivaloyloxy)-3,6-dihydropyridine-1(2H)-carboxylate CC1=CC(CN(C1)C(=O)OC(C)(C)C)OC(C(C)(C)C)=O